4-((3,4-dichlorobenzyl)oxy)-1H-1,2,3-triazole ClC=1C=C(COC=2N=NNC2)C=CC1Cl